CC1=CC=C(C=C1)S(=O)(=O)NCC1(CCOCC1)C(=O)O 4-((4-methylphenyl-sulphonylamino)methyl)tetrahydro-2H-pyran-4-carboxylic acid